benzyl 1-(1-acetoxyethyl)cyclobutane-1-carboxylate C(C)(=O)OC(C)C1(CCC1)C(=O)OCC1=CC=CC=C1